FC=1C=CC(=C(C(=O)N(C(C)C)C(C)C)C1)N1C=C(C=2C1=CN=CC2)C(=O)[C@H]2CNCC2 (R)-5-Fluoro-N,N-diisopropyl-2-(3-(pyrrolidine-3-carbonyl)-1H-pyrrolo[2,3-c]pyridin-1-yl)benzamide